3,5-diisopropylphenyl-sodium nickel [Ni].C(C)(C)C=1C=C(C=C(C1)C(C)C)[Na]